FC1=CC=C(C=C1)C1=NC=CC(=C1)NC1=NC(=NC(=N1)N[C@@H](C(F)(F)F)C)C1=NC(=CC=C1)C(F)(F)F (R)-N2-(2-(4-fluorophenyl)pyridin-4-yl)-6-(6-(trifluoromethyl)pyridin-2-yl)-N4-(1,1,1-trifluoropropan-2-yl)-1,3,5-triazine-2,4-diamine